N(=[N+]=[N-])[C@]1(SC2=CC=C(C=C2)C)C[C@@H](OCC2=CC=CC=C2)[C@H](O)[C@H](O1)COCC1=CC=C(C=C1)OC p-Tolyl 2-deoxy-azido-3-O-benzyl-6-O-para-methoxylbenzyl-1-thio-β-D-glucopyranoside